N-(1-(benzyloxy)-2-naphthalen-yl)-N-(phenanthren-9-ylmethyl)valeramide C(C1=CC=CC=C1)OC1=C(C=CC2=CC=CC=C12)N(C(CCCC)=O)CC=1C2=CC=CC=C2C=2C=CC=CC2C1